7-chloro-3-(((1,4-dihydroquinazolin-2-yl)thio)methyl)-5H-thiazolo[2,3-b]Quinazoline dihydrochloride Cl.Cl.ClC=1C=C2CN3C(=NC2=CC1)SC=C3CSC=3NC1=CC=CC=C1CN3